4-(1,4,6-trimethyl-1H-benzo[d]imidazol-2-yl)aniline CN1C(=NC2=C1C=C(C=C2C)C)C2=CC=C(N)C=C2